(Z)-S-(2-(N-((4-amino-2-methylpyrimidin-5-yl)methyl)formamido)-5-hydroxypent-2-en-3-yl) 4-ethoxy-2-(3-fluorophenoxy)benzothioate C(C)OC1=CC(=C(C(S\C(=C(\C)/N(C=O)CC=2C(=NC(=NC2)C)N)\CCO)=O)C=C1)OC1=CC(=CC=C1)F